4-benzylmorpholinium trifluoromethanesulfonate FC(S(=O)(=O)[O-])(F)F.C(C1=CC=CC=C1)[NH+]1CCOCC1